tert-butyl (5aR,6S,9R)-2-chloro-1-fluoro-12-(methylthio)-5-(trifluoromethyl)-5a,6,7,8,9,10-hexahydro-5H-4-oxa-3,10a,11,13,14-pentaaza-6,9-methanonaphtho[1,8-ab]heptalene-14-carboxylate ClC=1C(=C2N=C(N=C3C2=C(OC([C@H]2[C@@H]4CC[C@H](CN32)N4C(=O)OC(C)(C)C)C(F)(F)F)N1)SC)F